CC(C)C(CN)NC=1C=C2N=C(C=NC2=CC1)C=1C=NN(C1)C (1-methylethyl)-N-[3-(1-methyl-1H-pyrazol-4-yl)quinoxalin-6-yl]ethane-1,2-diamine